N-(3-{4-[6-(2,2-difluoroethoxy)pyridin-3-yl]-6-oxo-1,6-dihydropyrimidin-2-yl}-4-(trifluoromethyl)benzyl)isobutyramide FC(COC1=CC=C(C=N1)C=1N=C(NC(C1)=O)C=1C=C(CNC(C(C)C)=O)C=CC1C(F)(F)F)F